6-(4-((5-cyclopropyl-3-(2-(trifluoromethoxy)phenyl)isoxazol-4-yl)methoxy)piperidin-1-yl)nicotinic acid hydrazide C1(CC1)C1=C(C(=NO1)C1=C(C=CC=C1)OC(F)(F)F)COC1CCN(CC1)C1=NC=C(C(=O)NN)C=C1